1-(4-bromopyridin-2-yl)-5-(trifluoromethyl)-1H-pyrazole-4-carboxylic acid BrC1=CC(=NC=C1)N1N=CC(=C1C(F)(F)F)C(=O)O